3'-(3-(1-(4-(tert-butyl)benzyl)-4-ethyl-5-oxo-4,5-dihydro-1H-1,2,4-triazol-3-yl)propyl)-[1,1'-biphenyl]-4-carboxylic acid C(C)(C)(C)C1=CC=C(CN2N=C(N(C2=O)CC)CCCC=2C=C(C=CC2)C2=CC=C(C=C2)C(=O)O)C=C1